1-methyl-3-[[4-(trifluoromethoxy)phenoxy]methyl]-6-vinyl-pyrazolo[4,3-c]pyridine CN1N=C(C=2C=NC(=CC21)C=C)COC2=CC=C(C=C2)OC(F)(F)F